tetramethyl-biphenyldiamine CC1=C(C=CC=C1)C1=C(C(=C(C(=C1C)C)C)N)N